COC(=O)C1(CN(CC1)C(=O)OC(C)(C)C)CC1=C(C=C(C=C1)Br)[N+](=O)[O-] 3-[(4-bromo-2-nitro-phenyl)methyl]Pyrrolidine-1,3-dicarboxylic acid 1-(tert-butyl) 3-methyl ester